phosphoethanolamine ethyl-2-methyl-5-(3-(trifluoromethyl)phenyl)furan-3-carboxylate C(C)C=1C(=C(OC1C1=CC(=CC=C1)C(F)(F)F)C)C(=O)O.P(=O)(O)(O)OCCN